difluoromethyl-tin FC(F)[Sn]